divaleroyl peroxide C(CCCC)(=O)OOC(CCCC)=O